2-(6-(((1s,2s,3s,5r)-2-fluoro-9-azabicyclo[3.3.1]non-3-yl)oxy)pyridazin-3-yl)-5-(1-methyl-1H-pyrazol-4-yl)phenol F[C@H]1[C@@H]2CCC[C@H](C[C@@H]1OC1=CC=C(N=N1)C1=C(C=C(C=C1)C=1C=NN(C1)C)O)N2